O(P(OC1=C(C=C(C=C1C(C)(C)C)CC)C(C)(C)C)OP([O-])[O-])C1=C(C=C(C=C1C(C)(C)C)CC)C(C)(C)C bis(2,6-di-t-butyl-4-ethylphenyl) diphosphite